5-(1-aminoisoquinolin-5-yl)-1'-(isopropoxycarbonyl)-2,3-dihydrospiro[indene-1,4'-piperidine] NC1=NC=CC2=C(C=CC=C12)C=1C=C2CCC3(CCN(CC3)C(=O)OC(C)C)C2=CC1